O[C@H](CCCC=CC=CC=C1C(=CC=CC=CC(=O)O)O1)CCCCC 7(S),8(S)-epoxy-17(S)-hydroxy-docosahexaenoic acid